[Na].NC1=C2C(C(=O)NNC2=O)=CC=C1 3-aminophthalhydrazide monosodium salt